(S,E)-1-(3-(1-(Prop-1-en-1-ylsulfonyl)azetidin-3-yl)-1-(4-(trifluoromethoxy)phenyl)-1H-pyrazolo[3,4-b]pyridin-4-yl)ethane-1,2-diol C(=C\C)/S(=O)(=O)N1CC(C1)C1=NN(C2=NC=CC(=C21)[C@@H](CO)O)C2=CC=C(C=C2)OC(F)(F)F